ethyl-L-tyrosine C(C)N[C@@H](CC1=CC=C(C=C1)O)C(=O)O